tert-butyl (3S,5S)-3-[[4-[4-(4-amino-2-fluoro-phenoxy)-2-methyl-thiazol-5-yl]pyrimidin-2-yl]amino]-5-fluoro-piperidine-1-carboxylate NC1=CC(=C(OC=2N=C(SC2C2=NC(=NC=C2)N[C@@H]2CN(C[C@H](C2)F)C(=O)OC(C)(C)C)C)C=C1)F